BrC1=NN=C(S1)C(=O)NC 5-bromo-N-methyl-1,3,4-thiadiazole-2-carboxamide